C(C(C)C)(=O)O[C@@H]1[C@H](O[C@H]([C@@H]1F)N1C(NC(C=C1)=O)=O)COP1(OCC(CO1)CC(=O)OCCCC)=O (2R,3R,4R,5R)-2-(((5-(2-butoxy-2-oxoethyl)-2-oxido-1,3,2-dioxaphosphinan-2-yl)oxy)methyl)-5-(2,4-dioxo-3,4-dihydropyrimidin-1(2H)-yl)-4-fluorotetrahydrofuran-3-yl isobutyrate